2-aminoisophthalonitrile NC1=C(C#N)C=CC=C1C#N